4-((2S,5R)-4-(bis(4-fluorophenyl)methyl)-2,5-dimethylpiperazin-1-yl)-2-chlorofuro[3,2-d]pyrimidine FC1=CC=C(C=C1)C(N1C[C@@H](N(C[C@H]1C)C=1C2=C(N=C(N1)Cl)C=CO2)C)C2=CC=C(C=C2)F